methyl 5-(5-{(1S)-1-[3-(methylsulfonyl)-5-(trifluoromethyl)benzamido]ethyl}-1H-1,2,4-triazol-1-yl)pyrazine-2-carboxylate CS(=O)(=O)C=1C=C(C(=O)N[C@@H](C)C2=NC=NN2C=2N=CC(=NC2)C(=O)OC)C=C(C1)C(F)(F)F